Racemic-ethyl 5-(2-fluorophenyl)-6,7-dihydro-5H-pyrrolo[1,2-b][1,2,4]triazole-2-carboxylate FC1=C(C=CC=C1)[C@H]1CCC=2N1N=C(N2)C(=O)OCC |r|